CC=1C(N(C(C1C)=O)C)=O 3,4-dimethyl-methylazoline-2,5-dione